9-(4-(5-bromopyridin-2-yl)piperazin-1-yl)-6,7-dimethoxynaphtho[2,3-c]furan-1(3H)-one BrC=1C=CC(=NC1)N1CCN(CC1)C1=C2C=C(C(=CC2=CC2=C1C(OC2)=O)OC)OC